2-(4-(1-(2,6-Dioxopiperidin-3-yl)-3-methyl-2-oxo-2,3-dihydro-1H-benzo[d]imidazol-5-yl)piperidin-1-yl)-7-azaspiro[3.5]nonane-7-carboxylic acid tert-butyl ester C(C)(C)(C)OC(=O)N1CCC2(CC(C2)N2CCC(CC2)C2=CC3=C(N(C(N3C)=O)C3C(NC(CC3)=O)=O)C=C2)CC1